4-amino-2-(2,6-dioxo(3-piperidyl))isoindoline-1,3-dione NC1=C2C(N(C(C2=CC=C1)=O)C1C(NC(CC1)=O)=O)=O